(S)-1-(1-acryloylpyrrolidin-3-yl)-4-amino-3-((4-methoxybenzofuran-6-yl)ethynyl)-1H-pyrazolo[4,3-c]pyridine-7-carbonitrile C(C=C)(=O)N1C[C@H](CC1)N1N=C(C=2C(=NC=C(C21)C#N)N)C#CC2=CC1=C(C=CO1)C(=C2)OC